C(CCCCCCCCCCCCCCCCCCCCC)/C(/C(=O)O)=C\C1=CC(O)=C(O)C=C1.C(\C=C\C1=CC(O)=C(O)C=C1)(=O)OCCCCCCCCCCCCCCCCCCCCCC behenyl caffeate (docosyl caffeate)